BrC1=CC2=C(OC3=C2C=CC=C3)C(=C1)Cl 2-bromo-4-chlorodibenzofuran